N-cyclopropyl-2-oxoacetamide C1(CC1)NC(C=O)=O